C1(CCCCC1)C[C@@H](C(=O)N[C@@H](C[C@@H]1C(NC2(C1)CCCCC2)=O)C(C(=O)NC2CC2)=O)NC(OCC2=CC(=CC=C2)Cl)=O 3-Chlorobenzyl ((S)-3-cyclohexyl-1-(((S)-4-(cyclopropylamino)-3,4-dioxo-1-((S)-2-oxo-1-azaspiro[4.5]decan-3-yl)butan-2-yl)amino)-1-oxopropan-2-yl)carbamate